2'-chloro-N-{5-[(3S)-3-hydroxypyrrolidin-1-yl]-[1,3]thiazolo[5,4-d]pyrimidin-2-yl}-5'-methoxy-6-methyl-[4,4'-bipyridine]-3-carboxamide ClC1=NC=C(C(=C1)C1=C(C=NC(=C1)C)C(=O)NC=1SC=2N=C(N=CC2N1)N1C[C@H](CC1)O)OC